1-Bromooctadecan BrCCCCCCCCCCCCCCCCCC